CC=CC(=O)OCC[NH+](C)C [2-(Methylacryloyloxy)ethyl]dimethyl-ammonium